N-{(6S,7aS)-2-[6-(azetidin-1-yl)-4-(2,6-difluorophenyl)-1,2-benzoxazol-3-yl]-3-oxohexahydro-1H-pyrrolo[1,2-c]imidazol-6-yl}ethanesulfonamide N1(CCC1)C1=CC2=C(C(=NO2)N2C(N3[C@H](C2)C[C@@H](C3)NS(=O)(=O)CC)=O)C(=C1)C1=C(C=CC=C1F)F